C(=C)S(=O)(=O)OC(C)C isopropyl ethenesulfonate